(2R,4R)-4-hydroxy-2-methylpiperidine-1-carboxylic acid tert-butyl ester C(C)(C)(C)OC(=O)N1[C@@H](C[C@@H](CC1)O)C